4-(furo[3,2-c]pyridin-4-yl)-N-(2-methoxyethyl)benzamide O1C=CC=2C(=NC=CC21)C2=CC=C(C(=O)NCCOC)C=C2